3-hydroxyhexandioic acid OC(CC(=O)O)CCC(=O)O